ClC=1C=C2C(=NC1C)SC1=C2C=CC(=C1)C1=CC=C(C=C1)CO.[Na] sodium 3-chloro-7-(4-(hydroxymethyl)phenyl)-2-methylbenzo[4,5]thieno[2,3-b]pyridin